3-(9-((4-(aminomethyl)-2-methylphenyl)carbamoyl)-4,5-dihydrobenzo[b]thieno[2,3-d]oxepin-8-yl)-6-(((1r,3s)-3-ethyladamantan-1-yl)carbamoyl)picolinic acid NCC1=CC(=C(C=C1)NC(=O)C1=CC2=C(OCCC3=C2SC=C3)C=C1C=1C(=NC(=CC1)C(NC13CC2(CC(CC(C1)C2)C3)CC)=O)C(=O)O)C